[C@@H]1([C@H](O)[C@@H](O)[C@H](O1)CO)N1C=NC=2NC=NC2C1=O (β-D-xylofuranosyl)-1,9-dihydro-6H-purin-6-one